BrC=1C=C(C(=C(C1)C(F)F)C)I 5-bromo-1-(difluoromethyl)-3-iodo-2-methyl-benzene